Tertbutyl 5-[3-[[(4S)-1-[(3-aminophenyl)methylsulfonyl]-2,2-dimethyl-4-piperidyl]amino]phenyl]-3-(2-tert-butoxy-2-oxo-ethoxy)-4-chloro-thiophene-2-carboxylate NC=1C=C(C=CC1)CS(=O)(=O)N1C(C[C@H](CC1)NC=1C=C(C=CC1)C1=C(C(=C(S1)C(=O)OC(C)(C)C)OCC(=O)OC(C)(C)C)Cl)(C)C